(R)-(3-aminopiperidin-1-yl)(2-(6-ethyl-2-methyl-6H-thieno[2,3-b]pyrrol-5-yl)-7-methoxy-1-methyl-1H-benzo[d]imidazol-5-yl)methanone N[C@H]1CN(CCC1)C(=O)C1=CC2=C(N(C(=N2)C2=CC3=C(N2CC)SC(=C3)C)C)C(=C1)OC